OC[C@@H]1[C@H](C1)C(=O)OC |o1:2,3| rel-methyl (1S,2S)-2-(hydroxymethyl)cyclopropane-1-carboxylate